NC1=C(C(=NN1C1COCCC1)C1=C(C=C(C(=C1)F)CNC(C1=C(C=CC=C1)OC)=O)F)C(=O)N 5-amino-3-[2,5-difluoro-4-[[(2-methoxybenzoyl)amino]methyl]phenyl]-1-tetrahydropyran-3-yl-pyrazole-4-carboxamide